(R)-2-(trifluoromethyl)oxetane FC([C@@H]1OCC1)(F)F